FC=1C(=NC(=C(C1)OC)C1=C(C=C(C=C1C)F)C)C=O 3-fluoro-6-(4-fluoro-2,6-dimethylphenyl)-5-methoxypyridinecarboxaldehyde